N[C@H]1CS(C2=C(N(C1=O)CC1=CC=C(C=C1)Cl)C=C(C(=C2)F)C2=NN(C=N2)C(C)(C)C)(=O)=O (3R)-3-amino-7-(1-tert-butyl-1,2,4-triazol-3-yl)-5-[(4-chlorophenyl)methyl]-8-fluoro-1,1-dioxo-2,3-dihydro-1lambda6,5-benzothiazepin-4-one